5-((8-((4'-chloro-5,5-dimethyl-3,4,5,6-tetrahydro-[1,1'-biphenyl]-2-yl)methyl)-3,8-diazabicyclo[3.2.1]octan-3-yl)methyl)-2-(2,4-dioxotetrahydropyrimidin-1(2H)-yl)isoindoline-1,3-dione ClC1=CC=C(C=C1)C1=C(CCC(C1)(C)C)CN1C2CN(CC1CC2)CC=2C=C1C(N(C(C1=CC2)=O)N2C(NC(CC2)=O)=O)=O